1-(p-aminophenyl)-3-methyl-5-pyrazolone NC1=CC=C(C=C1)N1N=C(CC1=O)C